vinyl-imidazole iodide [I-].C(=C)C=1NC=CN1